O=C1NC(CCC1N1CC2=CC=CC(=C2C1=O)OCCCCN1CCN(CC1)C1CCN(CC1)C1=NC=C(C(=O)N2CCC(CC2)CCCCNC(\C=C\C=2C=NC=CC2)=O)C=C1)=O (E)-N-(4-(1-(6-(4-(4-(4-((2-(2,6-dioxopiperidin-3-yl)-3-oxoisoindolin-4-yl)oxy)butyl)piperazin-1-yl)piperidin-1-yl)nicotinoyl)piperidin-4-yl)butyl)-3-(pyridin-3-yl)acrylamide